(4-azetidin-3-yl-piperidin-1-yl)-cyclopropyl-methanone N1CC(C1)C1CCN(CC1)C(=O)C1CC1